1-methyl-cis-5-(2-methylcyclopropyl)-1H-pyrazol CN1N=CC=C1[C@H]1[C@H](C1)C